P1(OC(C)(C)O1)=O dimethyl-methylene phosphonate